FC(CN1C=C(C=CC1=O)C1CN(CCC1(F)F)C(=O)OC(C)(C)C)F tert-butyl 3-(1-(2,2-difluoroethyl)-6-oxo-1,6-dihydropyridin-3-yl)-4,4-difluoropiperidine-1-carboxylate